(4-bromophenyl)-1-cyclopropyl-4-(trifluoromethyl)-1H-imidazole BrC1=CC=C(C=C1)C=1N(C=C(N1)C(F)(F)F)C1CC1